C(C)(C)(C)OC(N[C@@H]1C[C@H](CC1)NC1=NC(=C2N=CN(C2=N1)C(C)C)NCC1=CC=C(C=C1)C1=CC=CC=C1)=O tert-Butyl((1S,3S)-3-((6-(([1,1'-biphenyl]-4-ylmethyl)amino)-9-isopropyl-9H-purin-2-yl)amino)cyclopentyl)carbamate